N=1N=CN(C1)C=1C=C(C(=O)N)C=CC1 3-(4H-1,2,4-triazol-4-yl)benzamide